2-((S)-4-((S)-4-chloro-2'-(((S)-1-methylpyrrolidin-2-yl)methoxy)-5',8'-dihydro-6'H-spiro[indene-1,7'-quinazolin]-4'-yl)-1-(2-fluoroacryloyl)piperazin-2-yl)acetonitrile ClC1=C2C=C[C@@]3(CCC=4C(=NC(=NC4C3)OC[C@H]3N(CCC3)C)N3C[C@@H](N(CC3)C(C(=C)F)=O)CC#N)C2=CC=C1